CC1NC(C=2C1=NC=CC2)=O 7-methyl-6,7-dihydro-5H-pyrrolo[3,4-b]pyridin-5-one